4-(2-(bis(2,4-dimethoxybenzyl)amino)oxazolo[4,5-c]pyridin-7-yl)-5,6-dihydro-2H-pyran-2-carboxylic acid COC1=C(CN(C=2OC3=C(C=NC=C3C3=CC(OCC3)C(=O)O)N2)CC2=C(C=C(C=C2)OC)OC)C=CC(=C1)OC